(R)-3-(3-chloro-4-fluorophenyl)-1-(8-fluoro-6-oxo-1,2,3,4,5,6-hexahydrophenanthridin-1-yl)-1-isobutylurea ClC=1C=C(C=CC1F)NC(N(CC(C)C)[C@@H]1CCCC=2NC(C3=CC(=CC=C3C12)F)=O)=O